FC(C1=NN(C(=C1)C(F)(F)F)[BH-](N1N=C(C=C1C(F)(F)F)C(F)(F)F)N1N=C(C=C1C(F)(F)F)C(F)(F)F)(F)F.[Zn+2].FC(F)(F)C1=NN(C(=C1)C(F)(F)F)[BH-](N1N=C(C=C1C(F)(F)F)C(F)(F)F)N1N=C(C=C1C(F)(F)F)C(F)(F)F Zinc (II) tris(3,5-bis(trifluoromethyl)-1H-pyrazol-1-yl)borohydride